C1(=CC=CC=C1)C(\C=C\CCC)O (E)-1-phenyl-2-hexen-1-ol